BrC=1C(=C(C(C(=O)O)=CC1)C(=O)O)F 4-bromo-3-fluorophthalic acid